P(=O)(O)(O)[O-] dihydrogen orthophosphate